tri(2-carbonyl-ethyl)phosphine hydrochloride Cl.C(=O)=CCP(CC=C=O)CC=C=O